2-[2-(1-cyclopropylvinyl)-3,5-difluoro-6-(4-fluorophenyl)pyridin-4-yl]Propan-2-ol Methyl-3-(2-(3-fluorophenyl)-4-hydroxypyrrolidine-1-carbonyl)bicyclo-[1.1.1]pentane-1-carboxylate CC1C2(CC1(C2)C(=O)N2C(CC(C2)O)C2=CC(=CC=C2)F)C(=O)OC(C)(C)C2=C(C(=NC(=C2F)C2=CC=C(C=C2)F)C(=C)C2CC2)F